CC1(N=C(OC1)C(C)(C)C1=CC=C(C=C1)CCO)C 4-[1-(4,5-dihydro-4,4-dimethyl-2-oxazolyl)-1-methylethyl]Phenyl-ethyl alcohol